NC1=C(C=CC(=C1)OC(F)(F)F)C(=O)N1CCC(CC1)C1=C2C(=NC=C1)NC(=N2)[C@@H]2CNCC(O2)(C)C [2-amino-4-(trifluoromethoxy)phenyl]-[4-[2-[(2S)-6,6-dimethylmorpholin-2-yl]-3H-imidazo[4,5-b]pyridin-7-yl]-1-piperidyl]methanone